BrC1=CC(=NC=C1)CSC 4-bromo-2-((methylthio)methyl)pyridine